iodo-7-dodecene ICCCCCCC=CCCCC